5-chloro-2-(cyclopropoxy)-3-[5-(2,6-difluorophenyl)-4-methyl-1,2,4-triazol-3-yl]pyridine ClC=1C=C(C(=NC1)OC1CC1)C1=NN=C(N1C)C1=C(C=CC=C1F)F